C1(=C(C=CC=C1)N(C1=CC=C(C=C1)C1=CC2=C(S1)C1(OCCO1)C=1SC(=CC1P2(C2=CC=CC=C2)=O)C2=CC=C(C=C2)N(C2=C(C=CC=C2)C)C2=C(C=CC=C2)C)C2=C(C=CC=C2)C)C 2,6-bis{4-[di-o-tolylamino]phenyl}-4-phenylspiro{phosphinino[3,2-b:5,6-b']dithiophen-8,2'-(1,3)dioxolane}-P-oxide